C1=CC=CC=C1C(=O)OOC(C)(C)C tert.butyl perbenzoate